3-(phenyl)-1,3-dihydro-2H-imidazol-2-one C1(=CC=CC=C1)N1C(NC=C1)=O